C(C)OC(COC1=CC=C(C=C1)C(CBr)=O)=O 2-[4-(2-Bromoacetyl)phenoxy]acetic acid ethyl ester